(E)-(2-cyano-2-((4-((1-(4-methoxybenzyl)-5-(2-methylcyclopentyl)-6-oxo-1,6-dihydropyridazin-3-yl)methyl)-3,5-dimethylphenyl)azo)acetyl)carbamic acid ethyl ester C(C)OC(NC(C(/N=N/C1=CC(=C(C(=C1)C)CC1=NN(C(C(=C1)C1C(CCC1)C)=O)CC1=CC=C(C=C1)OC)C)C#N)=O)=O